C(C)(C)(C)OC(=O)N1CCC(CC1)(C(=O)O)CC(F)(F)F 1-(tert-butoxyCarbonyl)-4-(2,2,2-trifluoroethyl)piperidine-4-carboxylic acid